3-thiabutanoic acid C(CSC)(=O)O